1-(4-morpholinylbenzylphenyl)butanone N1(CCOCC1)C1=CC=C(CC2=C(C=CC=C2)CC(CC)=O)C=C1